2-amino-2-(spiro[2.5]octan-7-yl)acetic acid ethyl ester C(C)OC(C(C1CCCC2(CC2)C1)N)=O